ClC1=C(C=CC=C1F)CC(=O)NC1=CN=NC(=C1)NC1=CC(=CC=C1)F 2-(2-chloro-3-fluorophenyl)-N-[6-(3-fluoroanilino)pyridazin-4-yl]acetamide